[4-(2-methoxyethyl)phenoxy]-1,2-epoxypropane COCCC1=CC=C(OC2C(C)O2)C=C1